3,6-Dimethyl-2-(3-pyridyl)-8-[(1R)-1-(2-thiazol-2-ylanilino)ethyl]chromen-4-one CC1=C(OC2=C(C=C(C=C2C1=O)C)[C@@H](C)NC1=C(C=CC=C1)C=1SC=CN1)C=1C=NC=CC1